COC1=C(C(=C(C=C1C(C)(C)C)C(C)(C)C)OC)C1=C(C(=CC(=C1OC)C(C)(C)C)C(C)(C)C)OC 2,2',6,6'-tetramethoxy-3,3',5,5'-tetra-tert-butyl-1,1'-biphenyl